COC1=CC=C(C=C1)C(OC[C@]12O[C@H]([C@H](N(C1)S(=O)(=O)C)[C@@H]2O)N2C=1N=C(NC(C1N=C2)=O)NC(C(C)C)=O)(C2=CC=CC=C2)C2=CC=C(C=C2)OC N-[9-[(1R,3R,4R,7S)-1-[[bis(4-methoxyphenyl)-phenyl-methoxy]methyl]-7-hydroxy-5-methylsulfonyl-2-oxa-5-azabicyclo[2.2.1]heptan-3-yl]-6-oxo-1H-purin-2-yl]-2-methyl-propionamide